methyl 4-bromo-7-fluorobenzothiophene-2-carboxylate BrC1=CC=C(C2=C1C=C(S2)C(=O)OC)F